CC=1N=COC1 4-methyloxazole